6-fluoro-5-(pyrazolo[1,5-a]pyridin-5-yl)-2,3-dihydro-1H-inden-4-amine FC=1C(=C(C=2CCCC2C1)N)C1=CC=2N(C=C1)N=CC2